(±)-(2-(1-(Naphthalen-1-yl)ethyl)-1,2-oxazinan-5-yl)methanol C1(=CC=CC2=CC=CC=C12)C(C)N1OCC(CC1)CO